4-(4-(benzo[d]thiazol-5-ylamino)quinolin-7-yl)-N-benzyl-N-methylbenzamide S1C=NC2=C1C=CC(=C2)NC2=CC=NC1=CC(=CC=C21)C2=CC=C(C(=O)N(C)CC1=CC=CC=C1)C=C2